C(#N)C=1C(=CC(=NC1)N[C@H]1CN(CCC1)C1=NC2=C(N1C)C=CC(=C2)NC(C=C)=O)OC (R)-N-(2-(3-((5-Cyano-4-methoxypyridin-2-yl)amino)piperidin-1-yl)-1-methyl-1H-benzo[d]imidazol-5-yl)acrylamide